CN1CCN(CC1)C=1C=NC(=CC1)[N+](=O)[O-] 1-methyl-4-(6-nitro-3-pyridyl)piperazine